(3R,4s)-4-[6-[2-hydroxy-6-methyl-4-(trifluoromethyl)phenyl]pyrazolo[3,4-b]pyridin-2-yl]tetrahydropyran-3-ol OC1=C(C(=CC(=C1)C(F)(F)F)C)C=1C=CC=2C(N1)=NN(C2)[C@@H]2[C@H](COCC2)O